OC=1C=C(C=CC(=O)O)C=CC1 3-hydroxycinnamic acid